C(C=C)(=O)O.C(C=C)(=O)O.C(C=C)(=O)O.C(C=C)(=O)O.C(O)C(CC)(CO)CO.C(O)C(CC)(CO)CO Di(trimethylolpropan) tetraacrylat